4-amino-3,3-dimethylpiperidine-1-carboxylic acid tert-butyl ester C(C)(C)(C)OC(=O)N1CC(C(CC1)N)(C)C